C[C@H]1O[C@H](CN(C1)C1=CC=CC(=N1)C=1C=C2C=C(N=CC2=CC1)CC(=O)N[C@H]1CNC[C@@H]1O)C 2-(6-(6-((2R,6S)-2,6-dimethylmorpholino)pyridin-2-yl)isoquinolin-3-yl)-N-((3S,4S)-4-hydroxypyrrolidin-3-yl)acetamide